CC(O[Si](OCCCCCCNC(OCC1=CC=CC=C1)=O)(C1=CC=CC=C1)C1=CC=CC=C1)(CC(=O)OC(C1=CC=CC=C1)OC)C Methoxybenzyl 14,14-dimethyl-3-oxo-1,12,12-triphenyl-2,11,13-trioxa-4-aza-12-silahexadecan-16-oate